BrC1=NN(N=C1C(F)(F)F)CC1=CC=C(C=C1)OC 4-bromo-2-(4-methoxybenzyl)-5-(trifluoromethyl)-2H-1,2,3-triazole